CN1C(=CC=2C(=NC(=CC21)C2=CC=C(C=C2)N2CCN(CC2)C2COCC2)C)C2=CC=C(C=C2)S(=O)(=O)N(C)C 4-(1,4-dimethyl-6-(4-(4-(tetrahydrofuran-3-yl)piperazin-1-yl)phenyl)-1H-pyrrolo[3,2-c]pyridin-2-yl)-N,N-dimethylbenzenesulfonamide